ClC1=C2CN(C(C2=C(C=C1)C1=CC=C(C=C1)C=1OC(=NN1)C)=O)[C@@H](C(C)(C)O)C1CC1 (R)-4-chloro-2-(1-cyclopropyl-2-hydroxy-2-methylpropyl)-7-(4-(5-methyl-1,3,4-oxadiazol-2-yl)phenyl)isoindolin-1-one